ClC1=CN=C(C2=C1C1=C(N=NC(=C1C)C)S2)N2CCCC2 5-chloro-3,4-dimethyl-8-(pyrrolidin-1-yl)pyrido[4',3':4,5]Thieno[2,3-c]Pyridazine